FC1=C2C(C=C(NC2=CC(=C1)F)C=1C=C(C#N)C=CC1SCC(F)(F)F)=O 3-(5,7-difluoro-4-oxo-1,4-dihydroquinolin-2-yl)-4-((2,2,2-trifluoroethyl)thio)benzonitrile